1,3-dihydro-spiro[indene-2,4'-piperidine]-3-amine hydrochloride Cl.N1CCC2(CC1)CC1=CC=CC=C1C2N